tert-butyl 3,5-dimethyl-4-(8-methyl-2-methylsulfonyl-7-oxo-pyrido[2,3-d]pyrimidin-6-yl)piperazine-1-carboxylate CC1CN(CC(N1C1=CC2=C(N=C(N=C2)S(=O)(=O)C)N(C1=O)C)C)C(=O)OC(C)(C)C